(1R,2S,5S)-N-[1-cyano-2-(3-oxo-4H-1,4-benzoxazin-2-yl)ethyl]-3-[(2S)-3,3-dimethyl-2-[(2,2,2-trifluoroacetyl)amino]butanoyl]-6,6-dimethyl-3-azabicyclo[3.1.0]hexane-2-carboxamide C(#N)C(CC1OC2=C(NC1=O)C=CC=C2)NC(=O)[C@@H]2[C@H]1C([C@H]1CN2C([C@H](C(C)(C)C)NC(C(F)(F)F)=O)=O)(C)C